N-[3-[(4-chlorophenyl)carbamoyl]-5,6-dihydro-4H-cyclopenta[b]thiophen-2-yl]azetidine-2-carboxamide ClC1=CC=C(C=C1)NC(=O)C=1C2=C(SC1NC(=O)C1NCC1)CCC2